(2-fluoro-3-methoxyphenyl)boric acid FC1=C(C=CC=C1OC)OB(O)O